4-isopropyl-5-methyl-6-(4,4,5,5-tetramethyl-1,3,2-dioxaborolan-2-yl)quinoline C(C)(C)C1=CC=NC2=CC=C(C(=C12)C)B1OC(C(O1)(C)C)(C)C